7-(Quinolin-4-ylmethoxy)-3,4-dihydroisoquinoline-2(1H)-carboxylic acid tert-butyl ester C(C)(C)(C)OC(=O)N1CC2=CC(=CC=C2CC1)OCC1=CC=NC2=CC=CC=C12